ClC=1C=C(C(=NC1[C@@]1(CC(CC1)(F)F)C)C)C=1NC=2C=CN=C(C2C(C1)=O)C(=O)N |o1:7| rel-(S)-2-[5-chloro-6-(3,3-difluoro-1-methyl-cyclopentyl)-2-methyl-3-pyridyl]-4-oxo-1H-1,6-naphthyridine-5-carboxamide